1-(1-(dimethylamino)-2-(1H-indazol-5-yl)ethyl)cyclopropylamine CN(C(CC=1C=C2C=NNC2=CC1)C1(CC1)N)C